6-(1-(1-(3-cyanoazetidine-3-carbonyl)piperidin-4-yl)-1H-pyrazol-4-yl)-4-methoxypyrazolo[1,5-a]pyridine-3-carbonitrile C(#N)C1(CNC1)C(=O)N1CCC(CC1)N1N=CC(=C1)C=1C=C(C=2N(C1)N=CC2C#N)OC